10-chloro-3-ethyl-16-fluoro-20-oxa-3,4,11,12,23-pentaazapentacyclo[19.3.1.02,6.08,12.013,18]pentacosa-1(24),2(6),4,8,10,13,15,17,21(25),22-decaen-22-amine ClC=1C=C2CC=3C=NN(C3C3=CN=C(C(OCC4=CC(=CC=C4N2N1)F)=C3)N)CC